C(C(C)C)OS(=O)(=O)C1=CC=CC=C1.[K].C1(CC1)C1=C2C=NNC2=CC=C1NC1=NC(=NN1C)C1=CC=C(C(=O)NCC(C)(F)F)C=C1 4-[5-[(4-cyclopropyl-1H-indazol-5-yl)amino]-1-methyl-1,2,4-triazol-3-yl]N-(2,2-difluoropropyl)benzamide potassium isobutyl-benzenesulfonate